C(#N)C(CCC(=S)O)(C)C(=S)CCC 4-cyano-4-(propylthiocarbonyl)thiovaleric acid